1-(4-(6-chloro-7-(4-fluorophenyl)quinazolin-4-yl)piperazin-1-yl)prop-2-en-1-one ClC=1C=C2C(=NC=NC2=CC1C1=CC=C(C=C1)F)N1CCN(CC1)C(C=C)=O